ClC1=CC=C(C=C1)C1CCN(CC1)C(=O)OC(C)(C)C tert-butyl 4-(4-chlorophenyl)piperidine-1-carboxylate